3-(5-(8-(4'-chloro-5,5-dimethyl-3,4,5,6-tetrahydro-[1,1'-biphenyl]-2-carbonyl)-3,8-diazabicyclo[3.2.1]octane-3-carbonyl)-1-oxoisoindolin-2-yl)piperidine-2,6-dione ClC1=CC=C(C=C1)C1=C(CCC(C1)(C)C)C(=O)N1C2CN(CC1CC2)C(=O)C=2C=C1CN(C(C1=CC2)=O)C2C(NC(CC2)=O)=O